C(CC)(=O)N1C(=O)N(C(=O)C1)C(CC)=O 1,3-dipropionyl-hydantoin